methyl-pyrimidin-4-yl-acetamide CC(C(=O)N)C1=NC=NC=C1